8-hydroxy-1,3,6-pyrenetrisulfonic acid trisodium [Na].[Na].[Na].OC=1C=C(C=2C=CC3=C(C=C(C=4C=CC1C2C43)S(=O)(=O)O)S(=O)(=O)O)S(=O)(=O)O